ethyltetradecyl-(trihexyl)phosphonium chloride [Cl-].C(C)C(CCCCCCCCCCCCC)[P+](CCCCCC)(CCCCCC)CCCCCC